6-((R)-5H-imidazo[5,1-a]isoindol-5-yl)-5,6,7,8-tetrahydroquinoxalin-5-ol C=1N=CN2C1C1=CC=CC=C1[C@H]2C2C(C=1N=CC=NC1CC2)O